N1=C(C=CC=2CCCNC12)CC1CCN(CC1)C(=O)C1C[C@H]2CC[C@@H](C1)N2CC(=O)O 2-((1R,3s,5S)-3-(4-((5,6,7,8-tetrahydro-1,8-naphthyridin-2-yl)methyl)piperidine-1-carbonyl)-8-azabicyclo[3.2.1]oct-8-yl)acetic acid